4-bromobenzo[d]thiazole-2-carboxylic acid BrC1=CC=CC2=C1N=C(S2)C(=O)O